BrC1=C(C=CC(=C1F)Cl)CC(=S)O.FC1=C2C=C(C=NC2=CC(=C1C(C)N1N=NC=2C1=NC(=CN2)C2=CSC=C2)F)C=2C=NN(C2)C 5,7-difluoro-3-(1-methyl-1H-pyrazol-4-yl)-6-(1-(6-(thiophen-3-yl)-1H-[1,2,3]triazolo[4,5-b]pyrazin-1-yl)ethyl)quinoline (2-bromo-4-chloro-3-fluorophenyl)thioacetate